1-(3-Methyl-6-((4-(trifluoromethoxy)pyridin-2-yl)amino)pyridine-2-carbonyl)piperidine CC=1C(=NC(=CC1)NC1=NC=CC(=C1)OC(F)(F)F)C(=O)N1CCCCC1